Cis-N-(3-Chloro-4-fluorophenyl)-2-methyl-5-(5-(pyridin-3-yl)thiazol-2-yl)-1,2,6-thiadiazinane-3-carboxamide 1,1-dioxide ClC=1C=C(C=CC1F)NC(=O)[C@@H]1N(S(N[C@@H](C1)C=1SC(=CN1)C=1C=NC=CC1)(=O)=O)C